2-((3,4-dihydroquinolin-1(2H)-yl)methyl)-N-(2-oxo-2-phenylethyl)benzamide N1(CCCC2=CC=CC=C12)CC1=C(C(=O)NCC(C2=CC=CC=C2)=O)C=CC=C1